C=1(C(=CC=CC1O)C(=O)[O-])C o-cresolate